15-butylamino-15-oxopentadecanoylaminoacetic acid C(CCC)NC(CCCCCCCCCCCCCC(=O)NCC(=O)O)=O